C(C)(C)(C)OC(=O)N1C(CC(CC1)(F)F)C(N)=O.COC=1C=C(C=CC1NCC#C)C(=O)N1CCOCC1 (3-methoxy-4-(prop-2-yn-1-ylamino)phenyl)(morpholinyl)methanone tert-butyl-2-carbamoyl-4,4-difluoropiperidine-1-carboxylate